ClC=1C(=C(C=CC1Cl)NC1=NC=NC2=CC(=C(C=C12)OC1CCN(CC1)CC=1C=C2CN(C(C2=C(C1)F)=O)C1C(NC(CC1)=O)=O)OC)F 3-(5-((4-((4-((3,4-dichloro-2-fluorophenyl)amino)-7-methoxyquinazolin-6-yl)oxy)piperidin-1-yl)methyl)-7-fluoro-1-oxoisoindolin-2-yl)piperidine-2,6-dione